COC1=NC=CC=C1C1=CN2C(S1)=C(C=N2)C(=O)NC=2C=C(C=NC2C)NC(OC(C)(C)C)=O tert-butyl (5-(2-(2-methoxypyridin-3-yl)pyrazolo[5,1-b]thiazole-7-carboxamido)-6-methylpyridin-3-yl)carbamate